C[Si](Cl)(Cl)CCCCCCCC methyl-octyl-dichlorosilane